FC1=C(C(=C(C(=C1C(=O)O)F)F)F)F.O=C1N(CCC(N1)=O)C=1C=CC=CC1C 3-(2,4-dioxotetrahydropyrimidin-1(2H)-yl)-4-methylbenzene Pentafluorophenyl-formate